hexyl-phosphonic acid C(CCCCC)P(O)(O)=O